S1C(=NC2=C1C=CC=C2)NC2=C(C(=C(N=N2)NC=2SC(=C(N2)C(=O)O)CCCOC2=CC=CC=C2)C)C ({6-[(1,3-benzothiazol-2-yl)amino]-4,5-dimethylpyridazin-3-yl}amino)-5-(3-phenoxypropyl)-1,3-thiazole-4-carboxylic acid